C1(CC1)NC(C1=C(C=CC(=C1)F)SC1=CC=C2C(=NNC2=C1)\C=C\C=1C=NN(C1)CCCN1CCCC1)=O N-cyclopropyl-5-fluoro-2-({3-[(E)-2-{1-[3-(pyrrolidin-1-yl)propyl]-1H-pyrazol-4-yl}vinyl]-1H-indazol-6-yl}thio)benzamide